C(C)N1N=C(C=C1C=1N=C(NC1)C1=C2C=NN(C2=CC(=C1)C(=O)N)C)C 4-[4-(1-ethyl-3-methyl-1H-pyrazol-5-yl)-1H-imidazol-2-yl]-1-methyl-1H-indazole-6-carboxamide